BrC1=C(CC2(COC2)C(=O)O)C=C(C=C1)C(F)(F)F 3-(2-bromo-5-(trifluoromethyl)benzyl)oxetane-3-carboxylic acid